2,5-dioxo-2,5-dihydro-1H-pyrrole O=C1NC(C=C1)=O